C[C@H]1CN(C[C@H](N1)C)C1CCC(CC1)NC(=O)[C@H]1CCN(C2(CC2)C1)C(=O)C1=NNC(=C1)C1=CC(=NC=C1F)OC (S)-N-((1S,4r)-4-((3S,5r)-3,5-dimethylpiperazin-1-yl)cyclohexyl)-4-(5-(5-fluoro-2-methoxypyridin-4-yl)-1H-pyrazole-3-carbonyl)-4-azaspiro[2.5]octane-7-carboxamide